C1(=CC=CC=C1)C(C=1[Se]C=CC1)S(=O)(=O)C1=CC=CC=C1 2-(phenyl-(phenylsulfonyl)methyl)selenophene